CNC(=O)C1=C(C=C(N1COCC[Si](C)(C)C)C(=O)OCC)O[C@@H](C)C1=CC=CC=C1 ethyl (S)-5-(methylcarbamoyl)-4-(1-phenylethoxy)-1-((2-(trimethylsilyl)ethoxy)methyl)-1H-pyrrole-2-carboxylate